C(C)(=O)C1=NC(=CC=C1)C(C)NC1=C(C=C(C=C1Cl)C(C1=CC=CC=C1)C1=CC=CC=C1)C(C1=CC=CC=C1)C1=CC=CC=C1 2-acetyl-6-(1-(2,4-bis(benzhydryl)-6-chloro-anilino)ethyl)pyridine